2-((R)-1-(4-amino-3-(3-fluoro-4-methoxyphenyl)-1H-pyrazolo[3,4-d]pyrimidin-1-yl)propyl)-3-cyclopropyl-5-fluoroquinazolin-4(3H)-one NC1=C2C(=NC=N1)N(N=C2C2=CC(=C(C=C2)OC)F)[C@H](CC)C2=NC1=CC=CC(=C1C(N2C2CC2)=O)F